3,5-dicumyl-salicylaldehyde C(C)(C)(C1=CC=CC=C1)C1=C(C(C=O)=CC(=C1)C(C)(C)C1=CC=CC=C1)O